C(C1=CC=CC=C1)OC(N=C1N(C([C@@](N1)(CC(C)(C)C)C1=C(C=C(C=C1)OC)F)=O)[C@H](CO)C1=CC(=C(C=C1)Cl)C1=NC=CC=C1C)=O ((R)-1-((S)-1-(4-chloro-3-(3-methylpyridin-2-yl)phenyl)-2-hydroxyethyl)-4-(2-fluoro-4-methoxyphenyl)-4-neopentyl-5-oxoimidazolidin-2-ylidene)carbamic acid benzyl ester